ClC=1C=C(C=CC1)N1C(=NC2=CC=C(C=C2C1=O)F)C 3-(3-chlorophenyl)-6-fluoro-2-methylquinazolin-4(3H)-one